(+/-)-2-(allyloxy)-5-bromo-1-nitro-3-(6,6,6-trifluorohex-1-en-3-yl)benzene C(C=C)OC1=C(C=C(C=C1[C@@H](C=C)CCC(F)(F)F)Br)[N+](=O)[O-] |r|